CC1=CCCC1 methyl-cyclopentene